CC1=C(C=CC(=C1)C)C1CC2C(N(OC2(C)C)C)C(C1)C 5-(2,4-Dimethylphenyl)-1,3,3,7-tetramethyloctahydrobenzo[c]isoxazol